CC1([C@H]2CC3=C(C(=C(N=C3[C@@H]1C2)N2CC1(CN(C1)C(C=C)=O)CC2)C#N)C2=C1C=NNC1=CC=C2C)C (1R,9R)-10,10-dimethyl-6-(5-methyl-1H-indazol-4-yl)-4-(2-(2-propenoyl)-2,6-diazaspiro[3.4]octan-6-yl)-3-azatricyclo[7.1.1.02,7]undeca-2,4,6-triene-5-carbonitrile